[2-(2,3,4,6-tetrachlorophenyl)-1-methyl-ethyl]-methoxy-amine ClC1=C(C(=CC(=C1Cl)Cl)Cl)CC(C)NOC